C(C)C1=C(OC=C1)B(O)O 3-ETHYLFURAN-2-BORONIC ACID